5-[3-[4-(2-bromoethoxy)-3-ethyl-phenyl]-4,4-dimethyl-5-oxo-2-thioxo-imidazolidin-1-yl]-3-(trifluoromethyl)pyridine-2-carbonitrile BrCCOC1=C(C=C(C=C1)N1C(N(C(C1(C)C)=O)C=1C=C(C(=NC1)C#N)C(F)(F)F)=S)CC